C(C)(C)(C)OC(=O)O[C@H]1[C@H]([C@@H](N(C1)C(=O)OC(C)(C)C)CC1=CC=C(C=C1)OC)OC(NCCN(CCC1=CC=CC=C1)CCOC)=O tert-butyl (2S,3S,4R)-4-[(tert-butoxycarbonyl)oxy]-3-[({2-[(2-methoxyethyl)(2-phenylethyl)amino]ethyl}carbamoyl)oxy]-2-[(4-methoxyphenyl) methyl]pyrrolidine-1-carboxylate